acetonitrile HCl Cl.C(C)#N